(E)-1-(5-methylfuran-2-yl)-3-phenylprop-2-en-1-one CC1=CC=C(O1)C(\C=C\C1=CC=CC=C1)=O